ClC1=CC=C(S1)C(C(=O)N1CC2=C(N=C(NC2=O)C2(CC2)C2=CC=CC=C2)CC1)O 6-(2-(5-chlorothien-2-yl)-2-hydroxyacetyl)-2-(1-phenylcyclopropyl)-5,6,7,8-tetrahydropyrido[4,3-d]pyrimidin-4(3H)-one